NC=1C(=NC=CC1)C#CC1=C(C=NC=C1)OC[C@H]1N(CCC1)C(=O)OC(C)(C)C tert-butyl (2S)-2-[({4-[(3-aminopyridin-2-yl)ethynyl]pyridin-3-yl}oxy)methyl]pyrrolidine-1-carboxylate